COC=1C=C(C=C2CNC(C12)=O)B1OC(C(O1)(C)C)(C)C 7-methoxy-5-(4,4,5,5-tetramethyl-1,3,2-dioxaborolan-2-yl)isoindolin-1-one